2-hydroxy-3-(1,3,4-trimethyl-9-oxo-9H-thioxanthen-2-yloxy)-N,N,N-trimethyl-1-propanaminium chloride [Cl-].OC(C[N+](C)(C)C)COC1=C(C=2C(C3=CC=CC=C3SC2C(=C1C)C)=O)C